CC1=CC2=C(NC(CC(N2)C2=CC(=CC=C2)OC2=NC=CC=N2)=O)C=C1C(F)(F)F 7-Methyl-4-(3-(pyrimidin-2-yloxy)phenyl)-8-(trifluoromethyl)-4,5-dihydro-1H-benzo[b][1,4]diazepin-2(3H)-one